rac-7-bromo-3,8-difluorochroman-4-one BrC1=CC=C2C([C@@H](COC2=C1F)F)=O |r|